ClC1=C(C=CC(=C1)Cl)C1=C(C=2C=CC(=CC2CC1)C(=O)OC)C1=CC=C(C=C1)O[C@@H]1CNCC1 Methyl (S)-6-(2,4-dichlorophenyl)-5-(4-(pyrrolidin-3-yloxy)phenyl)-7,8-dihydronaphthalene-2-carboxylate